(2R)-2-(6-{5-chloro-2-[(propan-2-yl)amino]pyrimidin-4-yl}-1-oxo-2,3-dihydro-1H-isoindol-2-yl)-N-[(1S)-2-hydroxy-1-(6-methoxypyridin-2-yl)ethyl]propionamide ClC=1C(=NC(=NC1)NC(C)C)C1=CC=C2CN(C(C2=C1)=O)[C@@H](C(=O)N[C@H](CO)C1=NC(=CC=C1)OC)C